2-[6-amino-5-[8-[2-[3-[(2R)-2-(hydroxymethyl)pyrrolidin-1-yl]prop-1-ynyl]-4-pyridyl]-3,8-diazabicyclo[3.2.1]octan-3-yl]pyridazin-3-yl]phenol NC1=C(C=C(N=N1)C1=C(C=CC=C1)O)N1CC2CCC(C1)N2C2=CC(=NC=C2)C#CCN2[C@H](CCC2)CO